2-(2,5-dioxo-1-((tetrahydro-2H-pyran-4-yl)methyl)-2,5-dihydro-1H-pyrrol-3-yl)-N,N-dimethylbenzamide O=C1N(C(C=C1C1=C(C(=O)N(C)C)C=CC=C1)=O)CC1CCOCC1